3,4-dimethyl-6-methoxy-2-(2'-amino-5'-methoxyphenyl)-9H-carbazole CC=1C(=CC=2NC3=CC=C(C=C3C2C1C)OC)C1=C(C=CC(=C1)OC)N